(R)-1-(4-(tert-butyl)phenyl)-N-((1R,2R)-1-(3-chloro-4-cyclopropoxyphenyl)-1-hydroxy-3-(pyrrolidin-1-yl)propan-2-yl)pyrrolidine-3-carboxamide C(C)(C)(C)C1=CC=C(C=C1)N1C[C@@H](CC1)C(=O)N[C@@H]([C@H](O)C1=CC(=C(C=C1)OC1CC1)Cl)CN1CCCC1